FC(C(=O)O)(F)F.FC1=C2CN(C(C2=CC=C1N1CCC(CC1)CN1CCC(CC1)OC1CCNCC1)=O)C1C(NC(CC1)=O)=O 3-(4-fluoro-1-oxo-5-(4-((4-(piperidin-4-yloxy)piperidin-1-yl)methyl)piperidin-1-yl)isoindolin-2-yl)piperidine-2,6-dione trifluoroacetate